1-(5-(6-ethoxy-1H-pyrazolo[3',4':3,4]pyrazolo[1,5-a]pyridin-4-yl)pyrazin-2-yl)-4-methylpiperidine-4-amine hydrochloride Cl.C(C)OC=1C=C(C=2N(C1)N=C1C2C=NN1)C=1N=CC(=NC1)N1CCC(CC1)(N)C